(3Z,9Z,6R,7S)-6,7-epoxy-octadecadiene C=C\C=C/C[C@@H]1[C@H](CCCCCCCCCCC)O1